N-[4-fluoro-5-[2-[rac-(2R)-2-methylmorpholin-4-yl]pyrimidin-5-yl]-2-[rac-(3S,5R)-3,4,5-trimethylpiperazin-1-yl]phenyl]-1-methyl-6-oxo-4-(trifluoromethyl)pyridine-3-carboxamide FC1=CC(=C(C=C1C=1C=NC(=NC1)N1C[C@H](OCC1)C)NC(=O)C1=CN(C(C=C1C(F)(F)F)=O)C)N1C[C@@H](N([C@@H](C1)C)C)C |r|